2-(3-ethylsulfanyl-pyridin-2-yl)-5-pentafluoroethyl-benzoxazole C(C)SC=1C(=NC=CC1)C=1OC2=C(N1)C=C(C=C2)C(C(F)(F)F)(F)F